N1N=C(C=C1)COC=1C(=NC=C(N1)C1=CC(=C2CCN(CC2=C1)C)C)N 3-((1H-pyrazol-3-yl)methoxy)-5-(2,5-dimethyl-1,2,3,4-tetrahydroisoquinolin-7-yl)pyrazin-2-amine